2,6-bis[4-(R)-tert-butyl-2-oxazolyl]-4-trifluoromethylpyridine C(C)(C)(C)C=1N=C(OC1)C1=NC(=CC(=C1)C(F)(F)F)C=1OC=C(N1)C(C)(C)C